C(C)(C)(C)C=1C=C(C=C(C1)C(C)(C)C)O[Si](C)(C)C 3,5-bis-tert-butyltrimethylsiloxybenzene